FC=1C=C(OC2=CC=C3C(CCOC3=C2OC)NC(C=C)=O)C=CC1F N-{7-(3,4-difluorophenoxy)-8-methoxychroman-4-yl}acrylamide